ClC=1C(N(N=CC1NC[C@H]1COCCC1)[C@@H]1CC[C@H](CC1)N(C1=CC=C(C=C1)F)C(C)C)=O Trans-4-chloro-2-[4-(4-fluoro-N-isopropyl-anilino)cyclohexyl]-5-[[(3S)-tetrahydropyran-3-yl]methylamino]pyridazin-3-one